OC1=C(C(=O)OC)C=CC(=C1)CC methyl 2-hydroxy-4-ethylbenzoate